C12(CC3CC(CC(C1)C3)C2)CN2N=CC(=C2C)C2=C(C=3C=CN(C3C=C2)C=2N=NC(=CC2)N(COCC[Si](C)(C)C)C=2SC3=C(N2)C=CC=C3)C(=O)OC methyl 5-(1-(adamantan-1-ylmethyl)-5-methyl-1H-pyrazol-4-yl)-1-(6-(benzo[d]thiazol-2-yl((2-(trimethylsilyl)ethoxy)methyl)amino)pyridazin-3-yl)-1H-indole-4-carboxylate